CN1N=CC=C1C1=C(N=NC(=C1)N1[C@@H](COCC1)C)C(C)NC(=O)C1=CC=NN1 N-(1-(4-(1-methyl-1H-pyrazol-5-yl)-6-((R)-3-methylmorpholino)pyridazin-3-yl)ethyl)-1H-pyrazole-5-carboxamide